COC=1C=C(C(=O)NC)C=CC1NCC#CC=1N(C2=CC=CC(=C2C1)NC1CCN(CC1)C(C)C)CC(F)(F)F 3-methoxy-N-methyl-4-{[3-(4-{[1-(propan-2-yl)piperidin-4-yl]amino}-1-(2,2,2-trifluoroethyl)-1H-indol-2-yl)prop-2-yn-1-yl]amino}benzamide